C(=O)O[O-].[Na+] sodium peroxyformate